C(\C=C/C(=O)O)(=O)O.OC[C@H](CC)NC(=O)[C@H]1CN([C@@H]2CC=3C4=C(C2=C1)C=CC=C4NC3)C (6aR,9R)-N-((S)-1-hydroxybutan-2-yl)-7-methyl-4,6,6a,7,8,9-hexahydroindolo[4,3-fg]quinoline-9-carboxamide maleate